BrC=1C=C(C=CC1)C1=C2C=CC3=C(C2=NC=2C4=C(C=CC12)C=CC=C4)C=CC=C3 7-(3-bromophenyl)dibenzo[c,h]-acridine